4-amino-1-(4-bromo-2-ethoxy-6-fluorophenyl)-3-isopropyl-1H-pyrazole-5-carbonitrile NC=1C(=NN(C1C#N)C1=C(C=C(C=C1F)Br)OCC)C(C)C